C(C1=CC=CC=C1)N1C[C@@H]2CC[C@H](C1)C2\C=N\[S@](=O)C(C)(C)C (R)-N-{(E)-[(1R,5S,8R)-3-benzyl-3-azabicyclo[3.2.1]oct-8-yl]methylene}-2-methylpropane-2-sulfinamide